[SiH3]C(C)C(C(CC(C(C(C)[SiH3])=O)[SiH3])[SiH3])=O 2,4,6,8-tetrasilyl-3,7-dioxo-nonane